4-bromomethyl-benzoic acid BrCC1=CC=C(C(=O)O)C=C1